Methyl cis-4-hydroxy-cyclohexylcarboxylate O[C@H]1CC[C@H](CC1)C(=O)OC